sulfamoyl-nicotinic acid S(N)(=O)(=O)C1=C(C(=O)O)C=CC=N1